CN1C2CCC1CC1=NC=C(C=C12)N 10-methyl-6,7,8,9-tetrahydro-5H-5,8-epiminocyclohepta[b]pyridin-3-amine